CN1CCC=2N(C=3C=C(C=CC3C2CC1)OC1=CC=CC=C1)C 3,6-dimethyl-8-phenoxy-1,2,3,4,5,6-hexahydroazepino[4,5-b]indole